COC([C@@H]1[C@H]([C@@H]([C@H]([C@H](O)O1)O)O)O)=O beta-glucuronic acid methyl ester